1-chloro-3-(2-chloro-4-((3-chloro-4-(2-hydroxy-3-methoxypropoxy)phenyl)sulfonyl)phenoxy)propan-2-ol ClCC(COC1=C(C=C(C=C1)S(=O)(=O)C1=CC(=C(C=C1)OCC(COC)O)Cl)Cl)O